1-[5-bromo-3-(ethylsulfanyl)pyridin-2-yl]ethan-1-one BrC=1C=C(C(=NC1)C(C)=O)SCC